C(C)(C)(C)OC(=O)N1C(C2=CC=C(C=C2CC1)C1=CN=NN1C)OCC1=CC=CC=C1 (benzyloxy)-6-(1-methyl-1H-1,2,3-triazol-5-yl)-3,4-dihydroisoquinoline-2(1H)-carboxylic acid tert-butyl ester